BrC=1C(N(C(=CC1OCC1=NC=C(C=C1C)F)C)C1=CC(=NC=C1C)C1=NC(=NC=C1)C(C)(C)O)=O (M)-3-bromo-4-((5-fluoro-3-methylpyridin-2-yl)methoxy)-2'-(2-(2-hydroxypropan-2-yl)pyrimidin-4-yl)-5',6-dimethyl-2H-[1,4'-bipyridin]-2-one